N-Bromophenyl-Maleimide BrN1C(C(=CC1=O)C1=CC=CC=C1)=O